O1BCCC1 1,2-oxaborolan